C(C)(C)(C)[C@@H]1CC[C@H](CC1)O trans-4-(tert-butyl)cyclohexan-1-ol